5-(2-chloropyrimidin-4-yl)-4-(4-fluorophenyl)thiazol-2-amine ClC1=NC=CC(=N1)C1=C(N=C(S1)N)C1=CC=C(C=C1)F